9-chlorospiro[benzo[c]fluorene-7,9'-xanthene] ClC=1C=CC=2C=3C4=C(C=CC3C3(C5=CC=CC=C5OC=5C=CC=CC35)C2C1)C=CC=C4